N-((3-chloro-4-(trifluoromethyl)phenyl)(methyl)(oxo)-λ6-sulfaneylidene)-2-(7-(5-(chlorodifluoromethyl)-1,2,4-oxadiazol-3-yl)imidazo[1,2-a]pyridin-2-yl)acetamide ClC=1C=C(C=CC1C(F)(F)F)S(=NC(CC=1N=C2N(C=CC(=C2)C2=NOC(=N2)C(F)(F)Cl)C1)=O)(=O)C